4-isopropyl-8-(8-(3-methyl-1,2,4-oxadiazol-5-yl)-8-azabicyclo[3.2.1]oct-3-yl)-1-oxa-3,8-diazaspiro[4.5]decan-2-one C(C)(C)C1NC(OC12CCN(CC2)C2CC1CCC(C2)N1C1=NC(=NO1)C)=O